ammonium diphenylphosphinocarboxylate C1(=CC=CC=C1)P(C1=CC=CC=C1)C(=O)[O-].[NH4+]